CCCCCCCCCCCCCCCCCCCC(=O)N[C@@H](CO[C@H]1[C@@H]([C@H]([C@@H]([C@H](O1)CO)O)O)O)[C@@H](/C=C/CCCCCCCCCCCCC)O The molecule is a beta-D-glucosyl-N-acylsphingosine in which the acyl group is specified as eicosanoyl. It has a role as a mouse metabolite. It derives from an icosanoic acid.